N1CC(C1)OC=1C=CC(=NC1)C1=CC(=CN1C)C(=O)OC methyl 5-[5-(azetidin-3-yloxy)pyridin-2-yl]-1-methylpyrrole-3-carboxylate